(S)-N2-[1-(4-fluorophenyl)ethyl]-N4-(pyrazin-2-yl)-N6-(pyridin-2-ylmethyl)pyrimidine-2,4,6-triamine FC1=CC=C(C=C1)[C@H](C)NC1=NC(=CC(=N1)NC1=NC=CN=C1)NCC1=NC=CC=C1